C1(CC1)C1=CN(C=2N=CN=C(C21)N2[C@H](CNCC2)C)C=2C=C(C#N)C=CC2 (S)-3-(5-Cyclopropyl-4-(2-methylpiperazin-1-yl)-7H-pyrrolo[2,3-d]pyrimidin-7-yl)benzonitrile